(R)-3-(((8-(6-methyl-5-(trifluoromethyl)pyridin-2-yl)-1,6-naphthyridin-5-yl)amino)methyl)tetrahydrofuran-3-ol CC1=C(C=CC(=N1)C=1C=NC(=C2C=CC=NC12)NC[C@]1(COCC1)O)C(F)(F)F